CC1=NC=CC(=C1)C1CN(C1)[C@H]1[C@H](CCCC1)OC=1C=C2CN(C(C2=CC1)=O)C1C(NC(CC1)=O)=O 3-(5-(((1S,2R)-2-(3-(2-methylpyridin-4-yl)azetidin-1-yl)cyclohexyl)oxy)-1-oxoisoindolin-2-yl)piperidine-2,6-dione